(S)-4-amino-N-(6-iodo-2,3-dihydrobenzofuran-3-yl)-N,3-dimethylimidazo[1,5-a]pyrido[3,4-e]pyrazine-8-carboxamide NC=1C=2N(C3=C(N1)C=NC(=C3)C(=O)N(C)[C@@H]3COC1=C3C=CC(=C1)I)C=NC2C